ClC=1C=C(OCCNC2(CCCCC2)C(=O)N[C@@H](C)C2=CC=C(C(=O)O)C=C2)C=CC1 4-[(1S)-1-[[1-[2-(3-Chlorophenoxy)ethylamino]cyclohexanecarbonyl]amino]ethyl]benzoic acid